ClP(C(C)(C)C)C(C)(C)C chloro(di-tertbutyl)phosphine